C(C=C)(=O)N[C@@H]1[C@H]([C@@H]2O[C@@H](OC[C@H]2O[C@@H]1OCC1=CC=CC=C1)C1=CC=CC=C1)O[C@@H](C(=O)N[C@@H](C)C(=O)N[C@H](CCC(=O)OCC1=CC=CC=C1)C(=O)OCC=C)C 1-allyl 5-benzyl ((R)-2-(((2R,4aR,6S,7R,8R,8aS)-7-acrylamido-6-(benzyloxy)-2-phenylhexahydropyrano[3,2-d][1,3]dioxin-8-yl)oxy)propanoyl)-L-alanyl-D-glutamate